Bis-farnesylamine C(C=C(C)CCC=C(C)CCC=C(C)C)NCC=C(C)CCC=C(C)CCC=C(C)C